3-(2,4-dimethoxybenzyl)-2,4-dioxotetrahydropyrimidine COC1=C(CN2C(NCCC2=O)=O)C=CC(=C1)OC